FC=1C(N(C=C(C1)C1=NC(=NC(=C1)C)S(=O)(=O)CCC(C1=CC=CC=C1)CC1=C(C=CC=C1)F)CC1=CC=2C(=[N+](ON2)[O-])C=C1)=O 5-((3-fluoro-5-(2-(3-(2-fluorobenzyl)-3-phenylpropylsulfonyl)-6-methylpyrimidin-4-yl)-2-oxopyridin-1(2H)-yl)methyl)benzo[c][1,2,5]oxadiazole 1-oxide